BrC=1C=C(C(=CC1)NCC(F)(F)F)N 4-bromo-N1-(2,2,2-trifluoroethyl)benzene-1,2-diamine